O=C1C=CC(=CN1)C(=O)O 6-OXO-1,6-DIHYDROPYRIDINE-3-CARBOXYLIC ACID